3,7-dibromo-dibenzofuran BrC=1C=CC2=C(OC3=C2C=CC(=C3)Br)C1